C(=O)(O)C=1C(=CC(=C(C1)B(O)O)Cl)OC 5-CARBOXY-2-CHLORO-4-METHOXYPHENYLBORONIC ACID